FC1=C(C=CC(=C1)F)N1C=C(C=2C1=NC=C(C2)C=2C(=NOC2C)C)C2=C(C=C(C(=O)O)C=C2)OC(F)(F)F 4-(1-(2,4-difluorophenyl)-5-(3,5-dimethylisoxazol-4-yl)-1H-pyrrolo[2,3-b]pyridin-3-yl)-3-(trifluoromethoxy)benzoic acid